[N+](=O)([O-])C=1C=CC2=C(C(=NS2)N)C1 5-nitro-1,2-benzothiazol-3-amine